CN(C(=O)C1=CC=C(C=N1)B(O)O)C 6-(DIMETHYLCARBAMOYL)PYRIDINE-3-BORONIC ACID